1,2,4,5-tetrahydroxybenzol OC1=C(C=C(C(=C1)O)O)O